N-[2-(1-methanesulfonyl-1,2,3,4-tetrahydroquinolin-5-yl)-[1,3]thiazolo[5,4-c]pyridin-6-yl]-6-methyl-2-[(1S,4S)-5-methyl-2,5-diazabicyclo[2.2.1]heptan-2-yl]pyrimidin-4-amine CS(=O)(=O)N1CCCC2=C(C=CC=C12)C=1SC=2C=NC(=CC2N1)NC1=NC(=NC(=C1)C)N1[C@@H]2CN([C@H](C1)C2)C